OC1=C(C=C(C=C1)C)N1N=C2C(=N1)C=CC=C2 2-(2'-hydroxy-5'-Methylphenyl)benzotriazole